C12C3CCCCC3C2CCCC1 tricyclo[6.4.0.0(2,7)]dodecane